benzo[aC]Anthracene C1=2CC(=CC3=CC4=CC=CC=C4C=C13)C=CC2